S1CCN(CC1)CC=1C=C(C(=O)O)C=CC1 3-(thiomorpholinomethyl)benzoic acid